C1=CC=CC=2C3=CC=CC=C3N(C12)C1=CC=C(C=C1)C1=CC=C(C=C1)N1C2=CC=CC=C2C=2C=CC=CC12 di(9H-carbazol-9-yl)biphenyl